R-1,2-cyclohexanediamine platinum (II) [Pt+2].[C@@H]1(C(CCCC1)N)N